(2'-(4,5-Dimethyl-1H-imidazol-2-yl)-3,4'-bipyridin-5-yl)(3-oxa-9-azaspiro[5.5]undecan-9-yl)methanone trifluoroacetate salt FC(C(=O)O)(F)F.CC=1N=C(NC1C)C1=NC=CC(=C1)C=1C=NC=C(C1)C(=O)N1CCC2(CCOCC2)CC1